5-methoxy-10-(4-nitrophenoxy)-2,3-dihydro-[1,4]dioxino[2,3-f]quinoline COC1=C2C(=C3C(=CC=NC3=C1)OC1=CC=C(C=C1)[N+](=O)[O-])OCCO2